NCCC[C@@H](C=1OC(=CN1)C1=CC=CC=C1)NC(=O)C=1C=C(C=CC1)C1=CC(=CC=C1)Cl (S)-N-(4-Amino-1-(5-phenyloxazol-2-yl)butyl)-3'-chloro-[1,1'-biphenyl]-3-carboxamide